7-((4-(3-isopropyl-2-methyl-2H-indazol-5-yl)pyrimidin-2-yl)amino)-2-oxothiochroman C(C)(C)C=1N(N=C2C=CC(=CC12)C1=NC(=NC=C1)NC1=CC=C2CCC(SC2=C1)=O)C